CN1CCN(CC1)CCCC(=O)OCC1=CC(=CC(=C1)OCCCCCCCCCCCCC)OCC(CCCC)CC 3-((2-Ethylhexyl)oxy)-5-(tridecyloxy)benzyl 4-(4-methylpiperazin-1-yl)butanoate